C(CC(=O)O)C(=O)C(C(=O)O)O The molecule is an oxo dicarboxylic acid comprising adipic acid having the oxo group at the 3-position as well as a hydroxy substituent at the 2-position. It is an oxo dicarboxylic acid and a secondary alpha-hydroxy ketone. It derives from an adipic acid. It is a conjugate acid of a 2-hydroxy-3-oxoadipate(2-).